5-(4-((2-(3-ethylureido)pyridin-4-yl)methyl)piperidin-1-yl)-N,6-dimethylpicolinamide C(C)NC(NC1=NC=CC(=C1)CC1CCN(CC1)C=1C=CC(=NC1C)C(=O)NC)=O